2-Indoleone N=1C(C=C2C=CC=CC12)=O